5-oxo-2-((S)-pyrrolidine-3-carboxamido)hexanediamide O=C(CCC(C(=O)N)NC(=O)[C@@H]1CNCC1)C(=O)N